C1(CC1)OC1=C(C(=NC=C1)OC)C1=CN(C2=NC(=CC=C21)NC(=O)[C@H]2[C@@H](C2)CNC)COCC[Si](C)(C)C trans-N-(3-(4-cyclopropoxy-2-methoxypyridin-3-yl)-1-((2-(trimethylsilyl)ethoxy)methyl)-1H-pyrrolo[2,3-b]pyridin-6-yl)-2-((methylamino)methyl)cyclopropane-1-carboxamide